1-(pyrimidin-5-ylmethyl)urea N1=CN=CC(=C1)CNC(=O)N